3-Bromo-9-chloro-6,6-dimethyl-8-(4-(4-methylpiperazin-1-yl)piperidin-1-yl)-5,6-dihydro-11H-Benzo[b]carbazol-11-one BrC1=CC=C2C=3C(C4=C(C(C3NC2=C1)(C)C)C=C(C(=C4)Cl)N4CCC(CC4)N4CCN(CC4)C)=O